2,2-dimethyl-N-(2-oxopropyl)but-3-ynamide CC(C(=O)NCC(C)=O)(C#C)C